3-(4-(2-((tert-butyldimethylsilyl)oxy)ethyl)-2-fluorophenyl)piperidine-2,6-dione [Si](C)(C)(C(C)(C)C)OCCC1=CC(=C(C=C1)C1C(NC(CC1)=O)=O)F